4-(7-fluorobenzo[d]thiazol-2-yl)-6,7-dihydro-1H-imidazo[4,5-c]pyridin FC1=CC=CC=2N=C(SC21)C2=NCCC1=C2N=CN1